The molecule is a dichlorobenzene, a sulfone, an aromatic ketone and a benzoylpyrazole. It has a role as an EC 1.13.11.27 (4-hydroxyphenylpyruvate dioxygenase) inhibitor. CC(C)(C)N1C(=O)C(=C(N1)C2=C(C=C(C=C2)Cl)Cl)C(=O)C3=C(C=C(C=C3)S(=O)(=O)C)Cl